C(C1=CC=CC=C1)N(C1C(C(CCCC1)O)O)CC1=CC=CC=C1 3-(dibenzylamino)cycloheptane-1,2-diol